3-((4-(2-amino-6-(3-cyano-2-methylphenyl)pyrimidin-4-yl)-1H-1,2,3-triazol-1-yl)methyl)-1H-indazole-5-carbonitrile NC1=NC(=CC(=N1)C=1N=NN(C1)CC1=NNC2=CC=C(C=C12)C#N)C1=C(C(=CC=C1)C#N)C